3-[(3-fluoro-2-methylphenyl)amino]-2-[3-(2-methoxyethoxy)pyridin-4-yl]-1,5,6,7-tetrahydro-4H-pyrrolo[3,2-c]pyridin-4-one FC=1C(=C(C=CC1)NC1=C(NC2=C1C(NCC2)=O)C2=C(C=NC=C2)OCCOC)C